C1C=C[C@@H]2[C@H]1[C@@H](NC3=C2C=C(C=C3F)F)C4=CN=CC=C4 The molecule is a 6,8-difluoro-4-(pyridin-3-yl)-3a,4,5,9b-tetrahydro-3H-cyclopenta[c]quinoline that has 3aS,4R,9bR configuration. It is the most active stereoisomer of golgicide A. It has a role as a cis-Golgi ArfGEF GBF inhibitor. It is an enantiomer of a (3aR,4S,9bS)-golgicide A.